C(C)OC=1N(N=C2C(=CC=CC12)C(=O)N)C ethoxy-2-methyl-indazole-7-carboxamide